N1=C(C=CC=C1)OC1CNC1 3-(pyridin-2-yloxy)azetidin